CN(C1=C(C=C(C2=CC(=C(N(C)C)C=C2)CO)C=C1)CO)C tetramethyl-3,3'-dimethylolbenzidine